FC(C(=O)O)(F)F.FC1=C(C=CC(=C1)F)S(=O)(=O)NC=1C(=NC=C(C1)C1=CC2=C(C=CC=C2C=C1)N1CCNCC1)OC 2,4-difluoro-N-(2-methoxy-5-(8-(piperazine-1-yl)naphthalene-2-yl)pyridine-3-yl)benzenesulfonamide trifluoroacetate